3-Methyl-1-[5-(2-pyridyl)indane-2-carbonyl]indoline-6-sulfonamide CC1CN(C2=CC(=CC=C12)S(=O)(=O)N)C(=O)C1CC2=CC=C(C=C2C1)C1=NC=CC=C1